C1(CC1)C(=O)NC1=NC=C(C(=O)NC([2H])([2H])[2H])C(=C1)NC1=NC=CC=2C=3C(CN(C12)C)=NN(N3)C([2H])([2H])[2H] 6-(cyclopropanecarboxamido)-N-(methyl-d3)-4-((5-methyl-2-(methyl-d3)-4,5-dihydro-2H-[1,2,3]triazolo[4,5-c][1,7]naphthyridin-6-yl)amino)nicotinamide